1-methyl-2-((6-(trifluoromethoxy)benzo[d]oxazol-2-yl)amino)-1H-benzo[d]imidazole-5-carboxylic acid CN1C(=NC2=C1C=CC(=C2)C(=O)O)NC=2OC1=C(N2)C=CC(=C1)OC(F)(F)F